NC1=C(C=C(C=C1C(C)C)C(C1=CC=C(C=C1)C(F)(F)F)C1=CC(=C(C(=C1)C(C)C)N)C(C)C)C(C)C bis(4-amino-3,5-diisopropylphenyl)-1-(4-trifluoromethylphenyl)methane